3-(3-(4-Benzylpiperazin-1-yl)propyl)isobenzofuran-1(3H)-one hydrochloride Cl.C(C1=CC=CC=C1)N1CCN(CC1)CCCC1OC(C2=CC=CC=C12)=O